7-oxabicyclo[2.2.1]heptane-2-carboxamide C12C(CC(CC1)O2)C(=O)N